COCCN1C(=O)N(C=2N=C(NC2C1=O)C=1C=NC(=CC1)NCCCN1C(CCC1)=O)CCC 1-(2-methoxyethyl)-8-(6-((3-(2-oxo-1-pyrrolidinyl)propyl)amino)-3-pyridyl)-3-propylxanthine